[4'-(9H-carbazol-9-yl)-2,2'-dimethyl-(1,1'-biphenyl)-4-yl]diphenylphosphine oxide C1=CC=CC=2C3=CC=CC=C3N(C12)C1=CC(=C(C=C1)C1=C(C=C(C=C1)P(C1=CC=CC=C1)(C1=CC=CC=C1)=O)C)C